phenylalanyllysine N[C@@H](CC1=CC=CC=C1)C(=O)N[C@@H](CCCCN)C(=O)O